FC1(CC12CN(C2)C2=CN=CC(=N2)C=2N=NN(C2)CCN2C(C=CC=C2)=O)F 1-(4-(6-(1,1-difluoro-5-azaspiro[2.3]hexan-5-yl)pyrazin-2-yl)-1H-1,2,3-triazol-1-ylethyl)pyridin-2(1H)-one